C(CCCCCCC)C1=CC=C(C=C1)N=NC1=CC=C(C=C1)CCC 4-octyl-4'-propylazobenzene